OC(C)(C)C1=CC=C(C=N1)C(C)N1C(C=2N([C@@H](C1)C)N=C1C2CN([C@@H](C1)C)C(=O)OC(C)(C)C)=O tert-butyl (3R,7R)-9-(1-(6-(2-hydroxypropan-2-yl)pyridin-3-yl)ethyl)-3,7-dimethyl-10-oxo-3,4,7,8,9,10-hexahydropyrido[4',3':3,4]pyrazolo[1,5-a]pyrazine-2(1H)-carboxylate